(2R,3S,4R,5R)-2-[2-(2-Aminochinolin-7-yl)ethyl]-5-(4-methyl-7H-pyrrolo[2,3-d]pyrimidin-7-yl)tetrahydrothiophen-3,4-diol NC1=NC2=CC(=CC=C2C=C1)CC[C@H]1S[C@H]([C@@H]([C@@H]1O)O)N1C=CC2=C1N=CN=C2C